C(C1=CC=CC=C1)N(C(=O)C1CC1)[C@@H](CN1C2CC(CC1CC2)C2=CC(=CC=C2)O)C cyclopropanecarboxylic acid (R)-benzyl-{2-[3-endo-(3-hydroxyphenyl)-8-azabicyclo[3.2.1]oct-8-yl]-1-methylethyl}amide